2-(6-((E)-((1S,2S,5R)-2-fluoro-8-azabicyclo[3.2.1]octan-3-ylidene)methyl)pyridazin-3-yl)-5-(5-methyl-2H-tetrazol-2-yl)phenol F[C@@H]\1[C@@H]2CC[C@H](C/C1=C\C1=CC=C(N=N1)C1=C(C=C(C=C1)N1N=C(N=N1)C)O)N2